ClC=1C=C(C=CC1)C1=CC=C2CCN(C2=C1)CC=1C(=NC(=NC1)N)N 5-((6-(3-chlorophenyl)indolin-1-yl)methyl)pyrimidine-2,4-diamine